N-(6-bromo-5-methyl-2-pyridyl)-N-ethyl-2,2-dimethyl-propanamide BrC1=C(C=CC(=N1)N(C(C(C)(C)C)=O)CC)C